N-[2-(4,4-difluoropiperidinyl)-6-methylpyridin-4-yl](4-bromo-2,5-difluorophenyl)carboxamide FC1(CCN(CC1)C1=NC(=CC(=C1)NC(=O)C1=C(C=C(C(=C1)F)Br)F)C)F